(1R,3r,5S,6r)-3-(4-bromo-1-oxoisoindolin-2-yl)-N-(3-methoxy-4-methylphenyl)bicyclo[3.1.0]hexane-6-carboxamide BrC1=C2CN(C(C2=CC=C1)=O)C1C[C@H]2C([C@H]2C1)C(=O)NC1=CC(=C(C=C1)C)OC